C(C)(C)(C)OC([C@H](CCC=C)N(C([C@H](CCC=C)NC(=O)OCC1C2=CC=CC=C2C=2C=CC=CC12)=O)C)=O.CN1N=NC(=C1C)C=1C=C(C=CC1)NC1=NC=NC(=C1)C1=NC=CN=C1 4-((3-(1,5-dimethyl-1H-1,2,3-triazol-4-yl)phenyl)amino)-6-(pyrazin-2-yl)pyrimidin tert-butyl-(S)-2-((S)-2-((((9H-fluoren-9-yl)methoxy)carbonyl)amino)-N-methylhex-5-enamido)hex-5-enoate